N[C@H](C(=O)N[C@H](C(=O)N[C@H](CCCCN)C1=NC(=NO1)CC1=CC=CC=C1)CC1=C(C=C(C=C1C)O)C)CCCNC(=N)N (S)-2-amino-N-((S)-1-(((R)-5-amino-1-(3-benzyl-1,2,4-oxadiazol-5-yl)pentyl)amino)-3-(4-hydroxy-2,6-dimethylphenyl)-1-oxopropan-2-yl)-5-guanidino-pentanamide